ethanolamine phosphate monosodium salt [Na+].P(=O)([O-])(O)OCCN